CC(=CCOC(CCC)=O)CCC=C(C)C E-butyric acid-3,7-dimethyl-2,6-octadienyl ester